CN1C2=C(NC(C1=O)=O)N=CC=C2 methyl-1,4-dihydropyrido[2,3-b]pyrazine-2,3-dione